1-bromo-4-(4-propylcyclohexyl)benzene BrC1=CC=C(C=C1)C1CCC(CC1)CCC